[3-(methoxymethyl)-1-[4-(trifluoromethyl)phenyl]Indol-5-yl]Acrylamide 1H-1,2,4-triazol-1-yl-4-(7-fluoro-4,5-dihydropyrazolo[1,5-a]quinolin-2-yl)piperazine-1-carboxylate N1(N=CN=C1)C1N(CCN(C1)C1=NN2C(CCC3=CC(=CC=C23)F)=C1)C(=O)O.COCC1=CN(C2=CC=C(C=C12)C(C(=O)N)=C)C1=CC=C(C=C1)C(F)(F)F